C1(CC1)C1=C(C=C(C=C1)C=1C=C2CCC(C2=CC1)N1CC(C1)C(=O)OC)F methyl 1-(5-(4-cyclopropyl-3-fluorophenyl)-2,3-dihydro-1H-inden-1-yl)azetidine-3-carboxylate